hexane-1,6-diyldioleate C(CCCCCCCCCCCCC\C=C/CCCCCCCC(=O)[O-])CCCCCCCC\C=C/CCCCCCCC(=O)[O-]